N=1C=NC(C2=CN=CC=CC21)=O 4H-pyrimido[5,4-c]azepin-4-one